(1,4-butanediyl)bis(imidazole) C(CCCC=1NC=CN1)C=1NC=CN1